C(C=1C(C(=O)O)=CC=CC1)(=O)O.C(C=C)(=O)O.C(C=C)(=O)O.C(CO)O ethylene glycol diacrylate phthalate